CC1=C(C(=O)P(C2=CC=CC=C2)(C(C2=C(C=C(C=C2C)C)C)=O)=O)C(=CC(=C1)C)C bis(2,4,6-trimethyl-benzoyl)phenyl-phosphine oxide